C=1(C(=CC=CC1)[2H])[2H] Benzene-d2